ClC1C2CC3(CC(CC1C3)C2)NCCCCCCCSC2=C3CN(C(C3=CC=C2)=O)C2C(NC(CC2)=O)=O 3-(4-((7-((4-chloroadamantan-1-yl)amino)heptyl)thio)-1-oxoisoindolin-2-yl)piperidine-2,6-dione